O=C1C(CCC2=C(N1)C=CC=C2)NC(OC(C)(C)C)=O tert-butyl (2-oxo-2,3,4,5-tetrahydro-1H-benzo[b]azepin-3-yl)carbamate